Caprylamine CCCCCCCCN